N-methyl-3-(pyrazolo[1,5-a]pyridin-2-yl)-4-[4-(trifluoromethyl)phenoxy]benzene-1-sulfonamide CNS(=O)(=O)C1=CC(=C(C=C1)OC1=CC=C(C=C1)C(F)(F)F)C1=NN2C(C=CC=C2)=C1